BrC1=CC(=C(C=C1F)B(O)O)C(N(C)C)=O (4-bromo-2-(dimethylcarbamoyl)-5-fluorophenyl)boronic acid